N1(CCNCC1)C1=NC=2N(C(=N1)C1=CN(C3=CC=CC=C13)C)N=CC2 2-piperazinyl-4-(1-methylindol-3-yl)pyrazolo[1,5-a][1,3,5]Triazine